C(C)(=O)OC1OCCCC1 tetrahydro-2H-pyran-2-yl acetate